({4-[8-(5,5-dimethyl-2,5-dihydrofuran-3-yl)-7-[(7-fluoro-2-methyl-1H-1,3-benzodiazol-6-yl)oxy]quinoxalin-2-yl]-1H-pyrazol-1-yl}methyl)cyclopropan-1-ol CC1(C=C(CO1)C=1C(=CC=C2N=CC(=NC12)C=1C=NN(C1)CC1(CC1)O)OC=1C=CC2=C(NC(=N2)C)C1F)C